(R)-fluoropyrrolidine FN1CCCC1